FC=1C=C2C(C(NC2=CC1)=O)=CC1=C(C(=CN1)NC(CN1CCN(CC1)C(CCCCCC[NH-])=O)=O)C 7-(4-(2-((5-((5-fluoro-2-oxoindole-3-ylidene)methyl)-4-methyl-1H-pyrrol-3-yl)amino)-2-oxoethyl)piperazin-1-yl)-7-oxoheptylamide